5-(2-oxopiperidin-4-yl)-8-(piperidin-4-yloxy)isoquinoline-3-carboxamide O=C1NCCC(C1)C1=C2C=C(N=CC2=C(C=C1)OC1CCNCC1)C(=O)N